copper (II) phenanthroline N1=CC=CC2=CC=C3C=CC=NC3=C12.[Cu+2]